CC=1C=2CCCC2N=C2C(NCC12)=O 8-methyl-1,5,6,7-tetrahydro-2H-2,4-diaza-s-indacen-3-one